FC=1C=C(C#N)C=CC1COC1=NC(=CC=C1F)OC1CCNCC1 3-Fluoro-4-(((3-fluoro-6-(piperidin-4-oxy)pyridin-2-yl)oxy)-methyl)benzonitrile